1-[(4-{[(3-bromo-5-methanesulfonyl-phenyl)amino]methyl}phenyl)methyl]-2-(hydroxymethyl)piperidine-3,4,5-triol BrC=1C=C(C=C(C1)S(=O)(=O)C)NCC1=CC=C(C=C1)CN1C(C(C(C(C1)O)O)O)CO